N-tert-butoxycarbonyl-N-methyl-γ-fluoro-L-leucine C(C)(C)(C)OC(=O)N([C@@H](CC(C)(C)F)C(=O)O)C